N1=CN=CC2=C1CN(CC2)C(=O)N 5,8-dihydropyrido[3,4-d]pyrimidine-7(6H)-carboxamide